FCCCOC1=CC=C(C=N1)CO (6-(3-fluoropropoxy)pyridin-3-yl)methanol